COC1=C(C=CC=C1)N1CSC=C1 3-(2-methoxyphenyl)thiazole